(2S,3R,4R,5S)-N-(2-Bromopyridin-4-yl)-3-(3,4-difluoro-2-methoxyphenyl)-4,5-dimethyl-5-(trifluoromethyl)tetrahydrofuran-2-carboxamide BrC1=NC=CC(=C1)NC(=O)[C@H]1O[C@@]([C@@H]([C@@H]1C1=C(C(=C(C=C1)F)F)OC)C)(C(F)(F)F)C